1-(3-ethylpyridin-2-yl)-5-(trifluoromethyl)-1H-pyrazole-4-carboxylic acid C(C)C=1C(=NC=CC1)N1N=CC(=C1C(F)(F)F)C(=O)O